BrC=1C=C2C(C(NC2=CC1)=O)=NN=C1SCC(N1C1=CC(=CC=C1)F)=O 5-bromo-3-(2-(3-(3-fluorophenyl)-4-oxothiazolidine-2-ylidene)hydrazono)-1H-indol-2-one